OCCCN1C(N(C2=C(C1=O)C(=C(S2)C(=O)OCC)C)CCC2=CC=CC=C2)=O ethyl 3-(3-hydroxypropyl)-5-methyl-2,4-dioxo-1-(2-phenylethyl)-1H,2H,3H,4H-thieno[2,3-d]pyrimidine-6-carboxylate